FC([C@@]12N(C=3C(=NN=C(C3)C3=C(C(=CC=C3)F)O)NC1)C[C@@H](C2)OC=2C=NC(=C(C2C)C)C=C)F 2-((6aS,8R)-6a-(difluoromethyl)-8-((4,5-dimethyl-6-vinylpyridin-3-yl)oxy)-5,6,6a,7,8,9-hexahydropyrrolo[1',2':4,5]pyrazino[2,3-c]pyridazin-2-yl)-6-fluorophenol